BrC1=CC(=CC2=C1N=NN2C)CO[C@H]2[C@@H](CCC2)NC(OC(C)(C)C)=O tert-butyl N-[(1R,2R)-2-[(7-bromo-3-methyl-1,2,3-benzotriazol-5-yl) methoxy]cyclopentyl]carbamate